4-(2-(4-morpholinophenyl-amino)pyrimidin-4-yl)-N-(1H-pyrazol-3-yl)benzamide O1CCN(CC1)C1=CC=C(C=C1)NC1=NC=CC(=N1)C1=CC=C(C(=O)NC2=NNC=C2)C=C1